2-amino-N-(furan-2-ylmethyl)benzamide C1=CC=C(C(=C1)C(=O)NCC2=CC=CO2)N